N-[2-(1-benzylpiperidin-4-yl)ethyl]-2-(3-cyanophenyl)-7-methylpyrazolo[1,5-a]pyrimidine-6-carboxamide C(C1=CC=CC=C1)N1CCC(CC1)CCNC(=O)C=1C=NC=2N(C1C)N=C(C2)C2=CC(=CC=C2)C#N